CN1C(N(C(C2=C1N=C(C=C2NCC(=O)NC=2C=C(C=CC2)C)N2CCN(CC2)C)=O)C)=O 2-{[1,3-dimethyl-7-(4-methylpiperazin-1-yl)-2,4-dioxo-1,2,3,4-tetrahydropyrido[2,3-d]pyrimidin-5-yl]amino}-N-(m-tolyl)acetamide